3-triethoxysilyl-3-mercaptopropyl-mercaptoethyl sulfide C(C)O[Si](C(CCC(CSCC(CCC([Si](OCC)(OCC)OCC)S)S)S)S)(OCC)OCC